4-((4-(1-Isopropyl-1H-pyrazol-4-yl)pyridin-2-yl) ((4-(4-methoxy-3-methylphenyl)bicyclo[2.2.2]octan-1-yl)methyl) carbamoyl)cyclohexyl trans-azetidine-1-carboxylate N1(CCC1)C(=O)OC1CCC(CC1)C(N(CC12CCC(CC1)(CC2)C2=CC(=C(C=C2)OC)C)C2=NC=CC(=C2)C=2C=NN(C2)C(C)C)=O